N-(3'-(2-aminopyrimidin-4-yl)-2-fluoro-4'-hydroxy-[1,1'-biphenyl]-4-yl)-1-(4-fluorophenyl)-6-(hydroxymethyl)-2-oxo-1,2-dihydropyridine-3-carboxamide NC1=NC=CC(=N1)C=1C=C(C=CC1O)C1=C(C=C(C=C1)NC(=O)C=1C(N(C(=CC1)CO)C1=CC=C(C=C1)F)=O)F